Cl.NC1CC(C1)(O)C (1S,3S)-3-amino-1-methylcyclobutan-1-ol HCl